3-(2-chlorophenyl)-3-oxopropanenitrile ClC1=C(C=CC=C1)C(CC#N)=O